C(C1=CC=CC=C1)(=O)OC1=CC=C(C=C1)CO[N+](=O)[O-] [4-(Nitrooxymethyl)phenyl] benzoate